1-(4-methylthiazol-2-yl)-3-(oxetan-3-yl)urea CC=1N=C(SC1)NC(=O)NC1COC1